C1(CCCC1)OC(C1=C(C=CC=C1)OC(C(=C)C)=O)=O 2-(methacryloyloxy)benzoic acid cyclopentylester